OC(C#N)(CCC(C)C)C 2-hydroxy-2,5-dimethylcapronitrile